Hydroxyethyl-3,4-methylenedioxyaniline tert-butyl-(S)-7-((2-methoxyethoxy)methyl)-1,4-oxazepane-4-carboxylate C(C)(C)(C)OC(=O)N1CCO[C@@H](CC1)COCCOC.OCCNC1=CC2=C(C=C1)OCO2